[18F]CCN(C=1C=C2C=CC(=CC2=CC1)C(C)=C(C#N)C#N)C 2-(1-{6-[(2-[18F]fluoroethyl)(methyl)amino]-2-naphthyl}-ethylidene)malononitrile